ClC1=CC=C(C=N1)N(C(=O)C=1N=CC=2N(C1)C=CN2)C N-(6-chloro-3-pyridyl)-N-methyl-imidazo[1,2-a]pyrazine-6-carboxamide